C[C@@H]1CN(CCN1C=1C=C2C(=CC=NC2=CC1)N[C@H](C)C1=C(C(=CC=C1)C(F)(F)F)C)C(C)=O 1-((R)-3-methyl-4-(4-(((R)-1-(2-methyl-3-(trifluoromethyl)phenyl)ethyl)amino)quinolin-6-yl)piperazin-1-yl)ethan-1-one